2-bromo-6-Fluoro-N-(pyridin-3-yl)-3-(trifluoromethyl)benzamide BrC1=C(C(=O)NC=2C=NC=CC2)C(=CC=C1C(F)(F)F)F